5-(2,6-difluoropyridin-3-yl)-6-(4-fluorophenyl)isoindolin-1-one FC1=NC(=CC=C1C=1C=C2CNC(C2=CC1C1=CC=C(C=C1)F)=O)F